C(CC1=CC=CC=C1)SC1CCC(CC1)=O 4-(phenethylthio)cyclohexanone